Methyl-4-nitrobenzene CC1=CC=C(C=C1)[N+](=O)[O-]